ClC=1C(=CC(=C(C1)C1=NC=CC=C1C=1C=CC=2N(C1)C(=CN2)C(=O)NC2CCN(CC2)C)F)F 6-(2-(5-Chloro-2,4-difluorophenyl)pyridin-3-yl)-N-(1-methylpiperidin-4-yl)imidazo[1,2-a]pyridine-3-carboxamide